ClCCN(C1=CC=C(C(=O)N[C@@H](CCC(=O)O)C(=O)O)C=C1)CCOS(=O)(=O)C 4-((2-chloroethyl)(2-mesyloxyethyl)amino)benzoyl-L-glutamic acid